bis(4-methoxyphenyl)benzyl-3'-O-tert-butyldimethylsilyl-guanosine COC1=CC=C(C=C1)N(C=1NC(C=2N=CN([C@]3([C@H](O)[C@H](O[Si](C)(C)C(C)(C)C)[C@@H](CO)O3)CC3=CC=CC=C3)C2N1)=O)C1=CC=C(C=C1)OC